2-(3-Hydroxy-4-(4-(2-methoxy-3-methylphenyl)piperazin-1-yl)butyl)isoindoline-1,3-dione OC(CCN1C(C2=CC=CC=C2C1=O)=O)CN1CCN(CC1)C1=C(C(=CC=C1)C)OC